C1(CC1)C=1NC(=NN1)C1CC2(CN(C2)C(=O)N2CC3(C2)CC(C3)CC3=CC(=C(C=C3)C(F)(F)F)S(=O)(=O)C)C1 [6-(5-cyclopropyl-4H-1,2,4-triazol-3-yl)-2-azaspiro[3.3]heptan-2-yl]-[6-[[3-methylsulfonyl-4-(trifluoromethyl)phenyl]methyl]-2-azaspiro[3.3]heptan-2-yl]methanone